4,5-dihydroxy-N-methyl-9,10-dioxo-N-phenethyl-9,10-dihydroanthracene-2-carboxamide OC1=CC(=CC=2C(C3=CC=CC(=C3C(C12)=O)O)=O)C(=O)N(CCC1=CC=CC=C1)C